Calcium 2-(tert-butyl)-2-undecylmalonate C(C)(C)(C)C(C(=O)[O-])(C(=O)[O-])CCCCCCCCCCC.[Ca+2]